2-Chloro-N-(3-chloro-2-methylphenyl)-6-({[2-(trifluoromethyl)phenyl]carbonyl}amino)-1H-benzoimidazole-4-carboxamide ClC1=NC2=C(N1)C=C(C=C2C(=O)NC2=C(C(=CC=C2)Cl)C)NC(=O)C2=C(C=CC=C2)C(F)(F)F